tert-butyl (3S,4R)-3-cyano-4-(3-(2-(2-hydroxyethoxy)ethoxy)phenyl)pyrrolidine-1-carboxylate C(#N)[C@@H]1CN(C[C@H]1C1=CC(=CC=C1)OCCOCCO)C(=O)OC(C)(C)C